(3aS,7aS)-5-(3-aminopyridin-4-yl)-2-methylhexahydro-1H-pyrrolo[3,4-c]pyridin NC=1C=NC=CC1N1C[C@H]2[C@H](CC1)CN(C2)C